tert-butyl 3-(3-chloro-2-methylphenyl)-3-((1-isopropyl-3,3-dimethyl-2-oxoindolin-6-yl)amino)azetidine-1-carboxylate ClC=1C(=C(C=CC1)C1(CN(C1)C(=O)OC(C)(C)C)NC1=CC=C2C(C(N(C2=C1)C(C)C)=O)(C)C)C